C(C)(CC)N(C(C)CC)C(C1CCCCC1)C1CCCCC1 di-sec-butylamino-dicyclohexylmethane